(trans)-4-[4-(diethylcarbamoyl)phenyl]-5-(hydroxymethyl)azepane-1-carboxylic acid tert-butyl ester C(C)(C)(C)OC(=O)N1CC[C@H]([C@@H](CC1)CO)C1=CC=C(C=C1)C(N(CC)CC)=O